N-Boc-2-benzenesulfonyloxyethylamine C(=O)(OC(C)(C)C)NCCOS(=O)(=O)C1=CC=CC=C1